[Pd](Cl)Cl.C1(=CC=CC=C1)P(CCP(C1=CC=CC=C1)C1=CC=CC=C1)C1=CC=CC=C1 1,2-bis-diphenylphosphinoethane palladium chloride